[O-]S(=O)(=O)C(F)(F)F.C[NH+]1CCC(CC1)CCC 1-Methyl-4-propylpiperidinium triflat